FC(C(C)(C)C1=CC(=NO1)NC(=O)C(C)C=1C(=NC=CC1)C1=C(C=NN1C(C(F)(F)F)C)C(=O)N)(F)F 5-[1-[[5-(1,1,1-trifluoro-2-methylpropan-2-yl)-1,2-oxazol-3-yl]carbamoyl]ethylpyridin-2-yl]-1-[1,1,1-trifluoropropan-2-yl]pyrazole-4-carboxamide